FC(C1=C(C(=O)NN)C=CC=C1)(F)F 2-(trifluoromethyl)benzoyl-hydrazine